cis-6-Octadecen-1-ol C(CCCC\C=C/CCCCCCCCCCC)O